O1C(=CC2=C1C=CC=C2)C(=O)N[C@H](C(=O)NC=2C(N(C=CC2)CC(=O)NC2C1CC3CC(CC2C3)C1)=O)CCC(C(=O)NC(C)C)=O (S)-2-(Benzofuran-2-carboxamido)-N6-isopropyl-N1-(1-(2-(2-adamantylamino)-2-oxoethyl)-2-oxo-1,2-dihydropyridin-3-yl)-5-oxohexandiamid